COC=1C=C(C(=O)N)C=CC1NCC#CC=1N(C2=CC=CC(=C2C1)NC(NC1CCN(CC1)C)=O)CC(F)(F)F 3-Methoxy-4-{[3-(4-{[(1-methylpiperidin-4-yl)carbamoyl]amino}-1-(2,2,2-trifluoroethyl)-1H-indol-2-yl)prop-2-yn-1-yl]amino}benzamide